[(ethylamino)methyl]-1'-(4-isoquinolyl)-2-[(6-methylpyrimidin-4-yl)methyl]spiro[3H-isoquinoline-4,3'-pyrrolidine]-1,2'-dione C(C)NCC1C2(C(N(C1)C1=CN=CC3=CC=CC=C13)=O)CN(C(C1=CC=CC=C12)=O)CC1=NC=NC(=C1)C